NCCN1CC(C(CC1)C1=CC=C2C(=NN(C2=C1)C)C1C(NC(CC1)=O)=O)(F)F 3-[6-[1-(2-aminoethyl)-3,3-difluoro-4-piperidyl]-1-methyl-indazol-3-yl]piperidine-2,6-dione